C1(CC1)C1=C(C(=NO1)C1=C(C=CC=C1Cl)Cl)COC1C[C@H]2CC[C@@H](C1)N2C2=NN=C(O2)C=2C=CC(=C(C(=O)O)C2)C 5-((1r,3r,5s)-(3-((5-cyclopropyl-3-(2,6-dichlorophenyl)isoxazol-4-yl)methoxy)-8-azabicyclo[3.2.1]octan-8-yl)-1,3,4-oxadiazol-2-yl)-2-methylbenzoic acid